ethyl (3-aminopropyl) ether NCCCOCC